C(C1CC(C(CC1)N)C)C1CC(C(CC1)N)C 4,4'-methylenebis(2-methylcyclohexanamine)